benzyl 9-oxo-1,4-dioxa-8-azaspiro[4.6]undecane-8-carboxylate O=C1N(CCC2(OCCO2)CC1)C(=O)OCC1=CC=CC=C1